bis[4-(3-maleimidophenoxy)phenyl]ether C1(C=CC(N1C=1C=C(OC2=CC=C(C=C2)OC2=CC=C(C=C2)OC2=CC(=CC=C2)N2C(C=CC2=O)=O)C=CC1)=O)=O